N1CCC2CNCCC21 octahydro-5H-pyrrolo[3,2-c]pyridin